2-benzyl-2-dimethylamino-1-(4-morpholinophenyl)-1-butanone C(C1=CC=CC=C1)C(C(=O)C1=CC=C(C=C1)N1CCOCC1)(CC)N(C)C